C(C)(=O)C=1C=C(C=CC1)C1=CN=C2N1C=C(C=C2NC(C)=O)C2=CC(=CC=C2)OC N-[3-(3-acetylphenyl)-6-(3-methoxyphenyl)imidazo[1,2-a]pyridin-8-yl]acetamide